2-(((1R)-1-(2-cyano-3-(3,3-difluoro-8-azabicyclo[3.2.1]octan-8-yl)-7-methylquinoxalin-5-yl)ethyl)amino)-benzoic acid C(#N)C1=NC2=CC(=CC(=C2N=C1N1C2CC(CC1CC2)(F)F)[C@@H](C)NC2=C(C(=O)O)C=CC=C2)C